BrCC1=CC(=NC=C1)C1=NC=CC(=C1)C 4-bromomethyl-4'-methyl-2,2'-bipyridine